6-(p-hydroxybenzyl)-adenosine OC1=CC=C(CC2(C3=NCN([C@H]4[C@H](O)[C@H](O)[C@@H](CO)O4)C3=NC=N2)N)C=C1